7-cyclopropyl-thieno[3,2-d]pyrimidine-2,4(1h,3h)-dione C1(CC1)C1=CSC2=C1NC(NC2=O)=O